FC1=CC=2N(C=C1)C(=CN2)C2=C1CN(C(C1=CC=C2)=O)C(=O)[O-] 4-{7-fluoroimidazo[1,2-a]pyridin-3-yl}-1-oxo-3H-isoindole-2-carboxylate